D-Galactono-1,4-lactone C1([C@H](O)[C@@H](O)[C@H]([C@H](O)CO)O1)=O